N-[2-cyano-6-(4-isopropylpiperazin-1-yl)phenyl]-3-{5-[(1S,2S)-2-fluorocyclopropyl]-1,2,4-oxadiazol-3-yl}-3-methylpyrrolidine-1-carboxamide C(#N)C1=C(C(=CC=C1)N1CCN(CC1)C(C)C)NC(=O)N1CC(CC1)(C)C1=NOC(=N1)[C@H]1[C@H](C1)F